[PH4+].OC=1C=C2C=CC(OC2=CC1O)=O 6,7-dihydroxycoumarin phosphonium